2-chloro-2-oxo-1,3,2-dioxaphosphorin ClP1(OC=CCO1)=O